CN\N=C\C=1C(=NC=CN1)C(C)NC(C1=CC(=CC(=C1)C(F)(F)F)C(F)(F)F)=O N-[1-[3-[(E)-(methylhydrazono)methyl]pyrazin-2-yl]ethyl]-3,5-bis(trifluoromethyl)benzamide